2-(aminomethyl)-7-fluoro-2,3-dihydro-1H-indene-5-ol hydrochloride Cl.NCC1CC2=C(C=C(C=C2C1)O)F